The molecule is a beta-D-galactoside having a 2-naphthyl substituent at the anomeric position. It has a role as a chromogenic compound. It derives from a 2-naphthol. C1=CC=C2C=C(C=CC2=C1)O[C@H]3[C@@H]([C@H]([C@H]([C@H](O3)CO)O)O)O